FC(C(=O)O)(F)F.C1(CC1)[C@H](C)N1C(C2=CC=C(C=C2C1)C1=CN=NC(=C1)C1=CC(=NN1)C)=O (S)-2-(1-Cyclopropylethyl)-5-(6-(3-methyl-1H-pyrazol-5-yl)pyridazin-4-yl)isoindolin-1-one Trifluoroacetate Salt